methyl 3-(9-((4-(((tert-butoxycarbonyl)amino)methyl)-2-(cyclopropylcarbamoyl)phenyl)carbamoyl)-4,5-dihydrobenzo[b]thieno[2,3-d]oxepin-8-yl)-6-(propylcarbamoyl)picolinate C(C)(C)(C)OC(=O)NCC1=CC(=C(C=C1)NC(=O)C1=CC2=C(OCCC3=C2SC=C3)C=C1C=1C(=NC(=CC1)C(NCCC)=O)C(=O)OC)C(NC1CC1)=O